acryloyloxydodecylmethyldimethoxysilane C(C=C)(=O)OCCCCCCCCCCCC[Si](OC)(OC)C